2-({5-chloro-2-[(5,6-dihydro-4H-pyrrolo[1,2-b]pyrazol-3-yl)amino]pyridin-4-yl}amino)-N-methoxybenzamide ClC=1C(=CC(=NC1)NC1=C2N(N=C1)CCC2)NC2=C(C(=O)NOC)C=CC=C2